CN(C)C(C1=CC=CC=C1)(C2=CC=CC=C2)N(C)C N,N,N',N'-tetramethyldiaminodiphenylmethane